NCCS(=O)(=O)CCNC(CCC(=O)O)=O N-[2-(2-Amino-ethanesulfonyl)-ethyl]-succinamic acid